C1(=CC=CC=C1)C(=C(C1=CC=CC=C1)C1=CC=CC=C1)SC1=CC=C(C=C1)C p-tolyl (1,2,2-triphenylvinyl) sulfide